N-[(3R)-1-{5-(difluoromethyl)-5-[3-(2,6-difluorophenyl)-5-methylpyridin-2-yl]-4,5-dihydro-1,2-oxazol-3-yl}-4,4-difluoropyrrolidin-3-yl]methanesulfonamide FC(C1(CC(=NO1)N1C[C@H](C(C1)(F)F)NS(=O)(=O)C)C1=NC=C(C=C1C1=C(C=CC=C1F)F)C)F